(3S,4S)-1-(4-(((S)-3-(hexylcarbamoyl)-4-octanoylpiperazin-1-yl)methyl)benzoyl)-N3,N4-bis((1S,2R)-2-phenylcyclopropyl)pyrrolidine-3,4-dicarboxamide C(CCCCC)NC(=O)[C@@H]1CN(CCN1C(CCCCCCC)=O)CC1=CC=C(C(=O)N2C[C@H]([C@@H](C2)C(=O)N[C@@H]2[C@H](C2)C2=CC=CC=C2)C(=O)N[C@@H]2[C@H](C2)C2=CC=CC=C2)C=C1